(E)-1-(3-hydroxyphenyl)-3-(2,3,4-trimethoxyphenyl)prop-2-en-1-one OC=1C=C(C=CC1)C(\C=C\C1=C(C(=C(C=C1)OC)OC)OC)=O